3-((5-(3-chlorophenyl)-7-((2-(trimethylsilyl)ethoxy)methyl)-7H-pyrrolo[2,3-d]pyrimidin-4-yl)amino)propan-1-ol ClC=1C=C(C=CC1)C1=CN(C=2N=CN=C(C21)NCCCO)COCC[Si](C)(C)C